L-valyl-L-alanylglycine N[C@@H](C(C)C)C(=O)N[C@@H](C)C(=O)NCC(=O)O